stearoyl-2-oleoyl-sn-glycero-3-phosphocholine C(CCCCCCCCCCCCCCCCC)(=O)C(OP(OC[C@@H](CO)OC(CCCCCCC\C=C/CCCCCCCC)=O)(=O)[O-])C[N+](C)(C)C